Tert-butyl (2R,4S)-4-(5-[(tert-butoxycarbonyl)(methyl)amino]-4-carbamoyl-3-ethynylpyrazol-1-yl)-2-(methoxymethyl)pyrrolidine-1-carboxylate C(C)(C)(C)OC(=O)N(C1=C(C(=NN1[C@H]1C[C@@H](N(C1)C(=O)OC(C)(C)C)COC)C#C)C(N)=O)C